(5-(5-Amino-1,3-dimethyl-1H-pyrazol-4-yl)pentan-2-yl)-2-chloro-5-(trifluoromethyl)pyrimidin-4-amine NC1=C(C(=NN1C)C)CCCC(C)C1=C(C(=NC(=N1)Cl)N)C(F)(F)F